(4,4,4-trifluorobutyl)urea FC(CCCNC(=O)N)(F)F